(S)-N1,N1-dimethyl-6-oxo-6-(prop-2-yn-1-ylamino)hexane-1,5-diaminium di(trifluoroacetate) FC(C(=O)[O-])(F)F.FC(C(=O)[O-])(F)F.C[NH+](CCCC[C@@H](C(NCC#C)=O)[NH3+])C